C1=C(C=CC=2C3=CC=CC=C3NC12)C(C(=O)NCC1=CC=C(C=C1)F)CC(=O)NCCN(C)C 2-(9H-carbazol-2-yl)-N4-(2-(dimethylamino)ethyl)-N1-(4-fluorobenzyl)succinamide